FC=1C=CC=C2CN(N(C12)C(CSC)(C)C)C=1C=NC=CC1 7-fluoro-N-[1-(methylsulfanyl)-2-methylpropan-2-yl]-2-(pyridin-3-yl)-2H-indazole